(3R,4S)-4-(hydroxymethyl)-3-piperidinol OC[C@H]1[C@H](CNCC1)O